C(N)(=O)C1(COC1)C=1C=CC(=NC1)N1C[C@@H](CCC1)N(C(OC(C)(C)C)=O)CC1CC1 tert-butyl (R)-(1-(5-(3-carbamoyloxetan-3-yl)pyridin-2-yl)piperidin-3-yl)(cyclopropylmethyl)carbamate